S1C=NC2=C1C=CC(=C2)CNC(=O)[C@H]2N(CCN(C2)C=2C=1C(N=CN2)=NN(C1)C1=CC(=C(C=C1)C)F)C (S)-N-(benzo[d]thiazol-5-ylmethyl)-4-(2-(3-fluoro-4-methylphenyl)-2H-pyrazolo[3,4-d]pyrimidin-4-yl)-1-methylpiperazine-2-carboxamide